methyl (4S)-4,5-diamino-5-oxopentanoate hydrochloride Cl.N[C@@H](CCC(=O)OC)C(=O)N